CC1=CC=C(C=C1)S(=O)(=O)OCCOCCOCCOCCOCCN(C(=O)OC(C)(C)C)C(=O)OC(C)(C)C 2-[2-[2-[2-[2-[bis(tert-butoxycarbonyl)amino]ethoxy]ethoxy]ethoxy] ethoxy]ethyl 4-methylbenzenesulfonate